tert-Butyl N-[4-(5-chloro-3-ethylsulfonyl-7,9-dihydrofuro[3,4-f]quinazolin-6-yl)-3-cyano-7-fluoro-benzothiophen-2-yl]carbamate ClC1=C(C2=C(C=3C=NC(=NC13)S(=O)(=O)CC)COC2)C2=CC=C(C1=C2C(=C(S1)NC(OC(C)(C)C)=O)C#N)F